8-[(2S,5R)-2,5-dimethyl-4-[(2,4,6-trifluorophenyl)methyl]piperazin-1-yl]-5-methyl-6-oxo-5,6-dihydro-1,5-naphthyridine-2-carbonitrile C[C@@H]1N(C[C@H](N(C1)CC1=C(C=C(C=C1F)F)F)C)C1=CC(N(C=2C=CC(=NC12)C#N)C)=O